ClC1=NC(=NC(=C1C)N1CCC(CC1)OC=1C=C2C=NN(C2=CC1)C)CO (4-chloro-5-methyl-6-(4-((1-methyl-1H-indazol-5-yl)oxy)piperidin-1-yl)pyrimidin-2-yl)methanol